9-(4-((1-(3-Fluoropropyl)azetidin-3-yliden)methyl)phenyl)-8-(o-tolyl)-6,7-dihydro-5H-benzo[7]annulen FCCCN1CC(C1)=CC1=CC=C(C=C1)C1=C(CCCC2=C1C=CC=C2)C2=C(C=CC=C2)C